C(CC(=O)C)(=O)[O-].C(C)(C)(C)O.C(C)(C)(C)O.[Al+] Aluminum di(t-Butanol) acetoacetate